O1C=NC=C1CNC(C1=CC=C(C=C1)C=1C=C2CCN(C2=CC1)C(CC)=O)=O N-(oxazol-5-ylmethyl)-4-(1-propionyl-indolin-5-yl)benzamide